3,5-difluoro-4-[(4-methoxyphenyl)methoxy]benzamide FC=1C=C(C(=O)N)C=C(C1OCC1=CC=C(C=C1)OC)F